ClC1=CC=C(C=C1)C1(SC2=C(N1)C=CC=C2)C2=CC=CC=C2COC(=O)N2C[C@H](CCC2)[C@@](C)([C@@H](C)O)O.BrC2=C(CO[Si](C)(C)C(C)(C)C)C(=CC=C2F)F |&1:34| ((2-bromo-3,6-difluorobenzyl)oxy)(tert-butyl)dimethylsilane 2-(4-chlorophenyl)benzothiazolebenzyl-(3S)-3-[(2S,3RS)-2,3-dihydroxybutan-2-yl]piperidine-1-carboxylate